zinc-lead-iron [Fe].[Pb].[Zn]